OC1=C(C=C([C@H](C(=O)O)O)C=C1)OC |r| (RS)-4-Hydroxy-3-methoxymandelic acid